CN(CCNC1=CC=CC2=C1S(C(=C2CC(F)(F)F)C#CC)=O)C 3-(7-((2-(dimethylamino)ethyl)amino)-1-oxido-3-(2,2,2-trifluoroethyl)benzo[b]thiophen-2-yl)prop-2-yn